BrC=1C=CC(=C(C1)S(=O)(=O)NC=1C(=C(C(=O)NC)C=C(C1)C1(CCCCC1)C#N)O)O 3-((5-Bromo-2-hydroxyphenyl)sulfonamido)-5-(1-cyanocyclohexyl)-2-hydroxy-N-methylbenzamide